4-(4-{4-[2-(2,6-dioxopiperidin-3-yl)-1,3-dioxoisoindol-5-yl]piperazine-1-yl}-butyl)piperazine-1-carboxylic acid tert-butyl ester C(C)(C)(C)OC(=O)N1CCN(CC1)CCCCN1CCN(CC1)C=1C=C2C(N(C(C2=CC1)=O)C1C(NC(CC1)=O)=O)=O